1-(but-3-yn-2-yl)pyridin-2(1H)-one CC(C#C)N1C(C=CC=C1)=O